tribromopentanediol BrC(CCCC(O)O)(Br)Br